CN1CCC(=CC1)C1=CN(CC=2C=CC=NC12)N1CCOCC1 8-(1-Methyl-1,2,3,6-tetrahydropyridin-4-yl)-6-morpholino-1,6-naphthyridine